2-[(1,3-dioxo-2,3-dihydro-1H-isoindol-2-yl)methyl]1,3-diethyl-6-methoxy-1H-1,3-benzodiazol-3-ium iodide [I-].O=C1N(C(C2=CC=CC=C12)=O)CC1=[N+](C2=C(N1CC)C=C(C=C2)OC)CC